3-(4,4-dimethylcyclohexylidene)propanal CC1(CCC(CC1)=CCC=O)C